methyl 9-fluoro-4-oxo-4,5-dihydrofuro[2,3-c]quinoline-7-carboxylate FC=1C=2C3=C(C(NC2C=C(C1)C(=O)OC)=O)OC=C3